2-(2'-hydroxyl-5'-tert-octylphenyl)benzotriazole OC1=C(C=C(C=C1)C(C)(C)CC(C)(C)C)N1N=C2C(=N1)C=CC=C2